C(C=C(C)CCC=C(C)CCC=C(C)C)S=C(C)O S-Farnesyl-Thioacetic Acid